2-Methyl-1-((2-(trimethylsilyl)ethoxy)methyl)-1,2-dihydro-3H-pyrazol-3-one CN1N(C=CC1=O)COCC[Si](C)(C)C